ClC=1C=CC2=C([C@@H]([C@](O2)(C2=CC=CC=C2)CNC2CCC2)O)C1C1=C(C(=O)N)C=CC(=C1F)OC(F)F 2-((2S,3S,4S)-5-chloro-2-((cyclobutylamino)methyl)-3-hydroxy-2-phenyl-2,3-dihydrobenzo-furan-4-yl)-4-(difluoromethoxy)-3-fluorobenzamide